D-p-Methylbenzoyltartaric acid CC1=CC=C(C(=O)C(C(=O)O)(O)C(O)C(=O)O)C=C1